BrC1=CN=C(C=2N1C=CN2)NC2=CC(=NO2)C2CCN(CC2)C(=O)OC(C)(C)C tert-Butyl 4-(5-((5-bromoimidazo[1,2-a]pyrazin-8-yl)amino)isoxazol-3-yl)piperidine-1-carboxylate